[Cl-].OCC[N+](C)(C)C.C(C=C)(=O)O acrylic acid choline chloride